4-(4-(2-(5-amino-8-(furan-2-yl)-1-methyl-2-oxo-1H-[1,2,4]triazolo[5,1-i]purin-3(2H)-yl)ethyl)piperazin-1-yl)-3-fluoro-N-(2-(methyl(oxetan-3-yl)amino)ethyl)benzamide NC=1N2C(C=3N(C(N(C3N1)CCN1CCN(CC1)C1=C(C=C(C(=O)NCCN(C3COC3)C)C=C1)F)=O)C)=NC(=N2)C=2OC=CC2